N1=C(C=CC=C1)CCN 2-(pyridin-2-yl)ethane-1-amine